1-(6-(4-((3-chloro-4-(pyridin-2-ylmethoxy)phenyl)amino)-7H-pyrrolo[2,3-d]pyrimidin-5-yl)-2-azaspiro[3.3]heptan-2-yl)prop-2-en-1-one ClC=1C=C(C=CC1OCC1=NC=CC=C1)NC=1C2=C(N=CN1)NC=C2C2CC1(CN(C1)C(C=C)=O)C2